Dinonylsulfid C(CCCCCCCC)SCCCCCCCCC